2-(benzyl(2-hydroxyethyl)amino)-1-(1H-indazol-3-yl)ethane-1-ol C(C1=CC=CC=C1)N(CC(O)C1=NNC2=CC=CC=C12)CCO